4-(5-(Difluoromethyl)pyridin-2-yl)piperazine-1-carboxylic acid tert-butyl ester C(C)(C)(C)OC(=O)N1CCN(CC1)C1=NC=C(C=C1)C(F)F